3,5,6-trichloropyridin-2-ol ClC=1C(=NC(=C(C1)Cl)Cl)O